tert-butyl (5-(2-chlorophenyl)-8-((2,4-dimethoxybenzyl)carbamoyl)-6-fluoro-2,3,4,9-tetrahydro-1H-carbazol-3-yl)carbamate ClC1=C(C=CC=C1)C1=C2C=3CC(CCC3NC2=C(C=C1F)C(NCC1=C(C=C(C=C1)OC)OC)=O)NC(OC(C)(C)C)=O